FC1=CC=C(C=C1)C=1C(C(CN(N1)C(C)C)C(=O)OCC)=O Ethyl 6-(4-fluorophenyl)-2-isopropyl-5-oxo-2,3,4,5-tetrahydropyridazine-4-carboxylate